CN([C@@H]1CNCCC1)C (3S)-N,N-dimethylpiperidin-3-amine